FC(CN1C(=NC=2C1=NC(=CC2)C2=CNC=1N=C(N=C(C12)NC)NC1CCC(CC1)(C)N1C(CCC1)=O)C)F 1-((1r,4r)-4-((5-(3-(2,2-difluoroethyl)-2-methyl-3H-imidazo[4,5-b]pyridin-5-yl)-4-(methylamino)-7H-pyrrolo[2,3-d]pyrimidin-2-yl)amino)-1-methylcyclohexyl)pyrrolidin-2-one